[OH-].[Li+].CC1=C(N=NC(=C1)C(F)(F)F)CC(=O)[O-].[Li+].N1(CCOCC1)C1=CC2=C(N=C(S2)NC(C)=O)C=C1 N-(6-morpholinylbenzothiazol-2-yl)acetamide Lithium 2-[4-methyl-6-(trifluoromethyl)pyridazin-3-yl]acetate Lithium hydroxide